N(=[N+]=[N-])CCOCCOCCOCCS(=O)C1=C2CNC(C2=CC=C1)=O 4-((2-(2-(2-(2-azidoethoxy)ethoxy)ethoxy)ethyl)sulfinyl)-1-oxoisoindolin